1-ethyl-8-azabicyclo[3.2.1]octane-8-carboxylic acid tert-butyl ester C(C)(C)(C)OC(=O)N1C2(CCCC1CC2)CC